[I-].C(C)(C)C tert-butane iodide